4-(piperidin-4-yl)quinoline N1CCC(CC1)C1=CC=NC2=CC=CC=C12